ClC1=C(C=CC=C1Cl)SC=1N=CC(=NC1C)C(CCN)N (5-((2,3-dichlorophenyl)thio)-6-methylpyrazin-2-yl)propane-1,3-diamine